[Si](C)(C)(C(C)(C)C)OCC(=C)C=1C=NC=C(C1)C1=CC(=C(C=C1)OC)OC 3-((tert-butyl-dimethylsilyloxy)prop-1-en-2-yl)-5-(3,4-dimethoxyphenyl)pyridine